(6R)-N-(2-amino-3-fluoro-4-((4-(trifluoromethyl)benzyl)amino)phenyl)-6,7-difluoroheptanamide NC1=C(C=CC(=C1F)NCC1=CC=C(C=C1)C(F)(F)F)NC(CCCC[C@H](CF)F)=O